4-bromo-2-fluoro-5-nitro-phenol BrC1=CC(=C(C=C1[N+](=O)[O-])O)F